(5RS)-2-[(5-Chloro-2-thienyl)methyl]-3-oxo-2,3,5,6,7,8-hexahydro[1,2,4]triazolo[4,3-a]pyridine-5-carboxylic acid ClC1=CC=C(S1)CN1N=C2N([C@H](CCC2)C(=O)O)C1=O |r|